CN(C)CCC1=CC=C(C=C1)O 4-dimethylaminoethyl-phenol